ethyl 4-(benzyloxy)-7-chloro-1-(3-(ethoxycarbonyl)thioureido)-8-phenoxyisoquinoline-3-carboxylate C(C1=CC=CC=C1)OC1=C(N=C(C2=C(C(=CC=C12)Cl)OC1=CC=CC=C1)NC(=S)NC(=O)OCC)C(=O)OCC